O[C@@H](C(=O)OCC1=CC=CC=C1)CC1=CC=C(C=C1)N1CCOCC1 benzyl (R)-2-hydroxy-3-(4-morpholinophenyl)propanoate